1-(6-((4-(6-(1H-imidazol-2-yl)pyridin-3-yl)piperazin-1-yl)methyl)pyrimidin-4-yl)-3-ethylurea N1C(=NC=C1)C1=CC=C(C=N1)N1CCN(CC1)CC1=CC(=NC=N1)NC(=O)NCC